CC1=C(C(C(=O)O)=CC=C1)C(=O)O.C(C=1C(C(=O)O)=CC=CC1)(=O)OCC monoethyl phthalate (Monomethyl phthalate)